ethyl 1-(6-(3-hydroxybutyl) pyrazin-2-yl)piperidine-4-carboxylate OC(CCC1=CN=CC(=N1)N1CCC(CC1)C(=O)OCC)C